(3R)-3-(2-(3-((2-aminoethyl)sulfonyl)-2-oxoimidazolidine-1-carboxamido)-2-(4-phosphonophenyl)acetamido)-2-hydroxy-3,4-dihydro-2H-benzo[e][1,2]oxaborinine-8-carboxylic acid NCCS(=O)(=O)N1C(N(CC1)C(=O)NC(C(=O)N[C@@H]1B(OC2=C(C1)C=CC=C2C(=O)O)O)C2=CC=C(C=C2)P(=O)(O)O)=O